4-(benzyloxy)-5-((4-bromo-6-fluoro-1H-indol-5-yl)thio)-2-fluorobenzonitrile C(C1=CC=CC=C1)OC1=CC(=C(C#N)C=C1SC=1C(=C2C=CNC2=CC1F)Br)F